C=1N=CN2C(NC=3C=CC=CC3C21)=O imidazo[1,5-c]quinazolin-5(6H)-one